5-(4,4,5,5-tetramethyl-1,3,2-dioxaborolan-2-yl)isothiazole CC1(OB(OC1(C)C)C1=CC=NS1)C